FC=1C=C2C(NN=C(C2=CC1F)C(C)N(C(=O)[C@H]1NC2=CC=CC=C2C1)C)=O (2S)-N-(1-(6,7-difluoro-4-oxo-3,4-dihydrophthalazin-1-yl)ethyl)-N-methylindoline-2-carboxamide